(S)-2-(8-chloro-2-(3-hydroxybenzyl)-3-oxo-2,3-dihydro-1H-pyrrolo[3,2,1-ij]quinazolin-7-carboxamido)-3-(3-(methylsulfonyl)phenyl)propanoic acid ClC1=CC=2CN(C(N3C2C(=C1C(=O)N[C@H](C(=O)O)CC1=CC(=CC=C1)S(=O)(=O)C)C=C3)=O)CC3=CC(=CC=C3)O